O=C1N(CCC1)C=1C(=NC=C(C1)C(F)(F)F)NC(=S)N 1-(3-(2-oxopyrrolidin-1-yl)-5-(trifluoromethyl)pyridin-2-yl)thiourea